C12NCC(CC1)(C2)CNC(OCC2=CC=CC=C2)=O benzyl N-(2-azabicyclo[2.2.1]heptan-4-ylmethyl)carbamate